SC(CC(=O)OC(CCCCCCC)OC(CC(C)S)=O)C Octanediol bis(3-mercaptobutyrate)